tert-butyl 4-(((3R,4R)-3-(4-(1H-pyrazol-1-yl)phenyl)-1-((3-fluorooxetan-3-yl)methyl)piperidin-4-yl)methyl)-5,7-dimethyl-1H-indole-1-carboxylate N1(N=CC=C1)C1=CC=C(C=C1)[C@@H]1CN(CC[C@H]1CC1=C2C=CN(C2=C(C=C1C)C)C(=O)OC(C)(C)C)CC1(COC1)F